benzyl 4-((((1R,3r,5S)-3-(5-(1-fluorocyclopropyl)isoxazole-3-carboxamido)-8-azabicyclo[3.2.1]octan-8-yl)sulfonyl)methyl)piperidine-1-carboxylate FC1(CC1)C1=CC(=NO1)C(=O)NC1C[C@H]2CC[C@@H](C1)N2S(=O)(=O)CC2CCN(CC2)C(=O)OCC2=CC=CC=C2